ClC=1C(=NC(=NC1Cl)C=1C=NNC1C(F)(F)F)N1[C@@H](COCC1)C (3R)-4-[5,6-dichloro-2-[5-(trifluoromethyl)-1H-pyrazol-4-yl]pyrimidin-4-yl]-3-methyl-morpholine